C(C1=CC=CC=C1)OC1=NC(=NC=C1)C(C)=O 1-(4-(benzyloxy)pyrimidin-2-yl)ethan-1-one